(S)-4-benzyl-3-(4-(benzyloxy)butyryl)-2-oxazolidinone C(C1=CC=CC=C1)[C@@H]1N(C(OC1)=O)C(CCCOCC1=CC=CC=C1)=O